((R)-2-(2-Chlorophenyl)azepan-1-yl)-N-((R,E)-4-(methylsulfonyl)but-3-en-2-yl)pyrimidine-2-carboxamide ClC1=C(C=CC=C1)[C@@H]1N(CCCCC1)C1=NC(=NC=C1)C(=O)N[C@H](C)\C=C\S(=O)(=O)C